(E)-2-(3-(dimethylamino)acryloyl)-5,6,7,8-tetrahydro-4H-thiazolo[4,5-c]azepin-4-one CN(/C=C/C(=O)C=1SC2=C(C(NCCC2)=O)N1)C